C(C)OC1=C(C=C2CCN([C@H](C2=C1)CCC1=CNC2=CC=C(C=C12)OC)S(=O)(=O)C1=C(C=CC=C1)F)OC (S)-7-ethoxy-6-methoxy-1-(2-(5-methoxy-1H-indol-3-yl)ethyl)-2-(2-fluorophenyl)sulfonyl-1,2,3,4-tetrahydroisoquinoline